C(C)(C)OC=1C=C(C=CC1)C(C)=O 1-(3-Isopropoxyphenyl)ethan-1-one